COC1=C(C(=CC=C1)OC)C1=CC(=CC=C1)C1=C(C=CC=C1OC)OC 2,6-bis(2,6-dimethoxyphenyl)benzene